C(#N)C1=C(OC=2C=C3C(N(C=NC3=CC2)CCCNC(OC(C)(C)C)=O)=O)C(=CC=C1NS(=O)(=O)N1C[C@@H](CC1)F)F tert-butyl N-[3-[6-[2-cyano-6-fluoro-3-[[(3R)-3-fluoropyrrolidin-1-yl]sulfonylamino]phenoxy]-4-oxo-quinazolin-3-yl]propyl]carbamate